[1,4'-bipiperidine]-1'-carboxylic acid benzyl ester C(C1=CC=CC=C1)OC(=O)N1CCC(CC1)N1CCCCC1